NCC1=CC(=C(C(=C1)C)NC(=O)C1=CC2=C(OCCC3=C2SC=C3)C=C1C=1C(=NC(=CC1)C(=O)N1C(CCCC1)C1=CC=CC=C1)C(=O)O)C 3-(9-((4-(aminomethyl)-2,6-dimethylphenyl)carbamoyl)-4,5-dihydrobenzo[b]thieno[2,3-d]oxepin-8-yl)-6-(2-phenylpiperidine-1-carbonyl)picolinic acid